6-tert-butyl-9-[2-(4-hydroxy-4-methylpiperidin-1-yl)thiazol-5-yl]-10-methoxy-2-oxo-6,7-dihydro-2H-pyrido[2,1-a]Isoquinoline-3-carboxylic acid C(C)(C)(C)C1N2C(C3=CC(=C(C=C3C1)C1=CN=C(S1)N1CCC(CC1)(C)O)OC)=CC(C(=C2)C(=O)O)=O